NC=1C=CC(=NC1Cl)/C=C/C1=C(C=CC=C1)NC(C=C)=O N-{2-[(1E)-2-(5-amino-6-chloropyridin-2-yl)ethenyl]phenyl}prop-2-enamide